N-[(3,5-Difluoropyridin-2-yl)methyl]-2-[(3R)-3-(fluoromethyl)[1,4'-bipiperidin]-1'-yl]-1,3-thiazole-5-carboxamide FC=1C(=NC=C(C1)F)CNC(=O)C1=CN=C(S1)N1CCC(CC1)N1C[C@@H](CCC1)CF